4b-(epiiminoethanoyl)phenanthrene-3-carboxamide C1(C(N1)C12C=3C=C(C=CC3C=CC2=CC=CC1)C(=O)N)=O